FC=1NN(C2=CC=C3C(C12)=C(C(=N3)C3=C(C=CC=C3)C)F)S(=O)(=O)C3=CC=CC=C3 1,8-difluoro-3-(phenylsulfonyl)-7-(o-tolyl)pyrrolo[3,2-e]indazol